C(C1=CC=CC=C1)C=1C=CC(=C(C1)C1=CC(=CC=C1)CC(C(=O)O)C)C(N)=O 3-(5'-benzyl-2'-carbamoyl-biphenyl-3-yl)-2-methylpropanoic acid